C(C)(C)C1C(NC2=CC(=CC=C2C1)[N+](=O)[O-])=O 3-isopropyl-7-nitro-3,4-dihydro-1H-quinolin-2-one